C1(CCCCC1)N(C1=C(C(N(C2=CC=C(N=C12)C)C)=O)C#N)C 4-[cyclohexyl-(methyl)amino]-1,6-dimethyl-2-oxo-1,2-dihydro-1,5-naphthyridine-3-carbonitrile